1-acetyl-2-(3-methoxy-4-(2-morpholino-2-oxoethoxy)benzylidene)-1,2-dihydro-3H-pyrrolo[2,3-b]pyridin C(C)(=O)N1C(CC=2C1=NC=CC2)=CC2=CC(=C(C=C2)OCC(=O)N2CCOCC2)OC